NCCCCCCCNC1=C(C(=O)NC=2SC(=C(N2)C)C)C=CC(=C1)NC 2-((7-aminoheptyl)amino)-N-(4,5-dimethylthiazol-2-yl)-4-(methylamino)benzamide